BrC1=CC2=C(N=C(N=C2)SC)N(C1=O)CC(F)(F)F 6-bromo-2-(methylthio)-8-(2,2,2-trifluoroethyl)pyrido[2,3-d]pyrimidin-7(8H)-one